benzindoline N1CCC2=CC=C3C(=C12)C=CC=C3